rac-N-[(3S,4R)-7-methyl-4-({[(1s,4S)-4-(3-methylphenyl)cyclohexyl]oxy}methyl)-6-oxo-1,3,4,6-tetrahydro-2H-quinolizin-3-yl]ethanesulfonamide CC=1C(N2[C@H]([C@H](CCC2=CC1)NS(=O)(=O)CC)COC1CCC(CC1)C1=CC(=CC=C1)C)=O |r|